dilithium azelate salt C(CCCCCCCC(=O)[O-])(=O)[O-].[Li+].[Li+]